C1N[C@@H](CC2=CC=CC=C12)C1=CC=C2C=3C(=CC=NC13)NC2=O (S)-8-(1,2,3,4-tetrahydroisoquinolin-3-yl)pyrrolo[2,3,4-de]quinolin-5(4H)-one